CNC[C@H]1CC2=NC=CC=C2OC2=C1C=C(C=C2)C#N |o1:3| (S*)-10-((methylamino)methyl)-10,11-dihydrobenzo[6,7]oxepino[3,2-b]pyridine-8-carbonitrile